NC1=NC(=NC=C1C(=O)NC1=CC=C(C=C1)OC)N1CCN(CC1)C1=NC=CN=C1 4-Amino-N-(4-methoxyphenyl)-2-(4-(pyrazin-2-yl)piperazin-1-yl)pyrimidine-5-carboxamide